C(C)(=O)N1CCN(CC1)C1=NC=CC(=N1)CC(=O)NC(C=1OC(=CC1)C)C1=C(C=C(C=C1)C)N1CCCCC1 2-[2-(4-Acetylpiperazin-1-yl)pyrimidin-4-yl]-N-{[4-Methyl-2-(piperidin-1-yl)phenyl](5-methylfuran-2-yl)methyl}-acetamid